BrC=1C(=NN(C1/C=C/C(=O)OCC)C1OCCCC1)C ethyl (E)-3-(4-bromo-3-methyl-1-(tetrahydro-2H-pyran-2-yl)-1H-pyrazol-5-yl)acrylate